(E)-3-(4-Hydroxyphenyl)-1-(4-nitrosophenyl)prop-2-en-1-one OC1=CC=C(C=C1)/C=C/C(=O)C1=CC=C(C=C1)N=O